2-[(3R)-pyrrolidin-3-yl]Propionic acid dihydrochloride Cl.Cl.N1C[C@H](CC1)C(C(=O)O)C